BrC=1C(N(C=CC1)C(C(=O)OC)COC)=O methyl 2-(3-bromo-2-oxopyridin-1(2H)-yl)-3-methoxypropanoate